2-fluoro-4-iodo-1-(trifluoromethyl)benzene FC1=C(C=CC(=C1)I)C(F)(F)F